lead niobium Niobium [Nb].[Nb].[Pb]